C1=CC=CC=C2C1=C1C2=CC=CC=C1 Dicyclohepta[a,c]cyclobutene